C(#N)C1=NC=CC(C1O)=O 2-cyano-3-hydroxypyridin-4-one